3-(5-((3-benzhydryl-2-oxoimidazolidin-1-yl)methyl)-1-oxoisoindolin-2-yl)piperidine-2,6-dione C(C1=CC=CC=C1)(C1=CC=CC=C1)N1C(N(CC1)CC=1C=C2CN(C(C2=CC1)=O)C1C(NC(CC1)=O)=O)=O